C(=O)O.C(#N)C=1C(=NC=C(C1C=1C=NC(=CC1)C(F)(F)F)C1=CC(=C(C=C1)OC)O)N1CCC(CC1)NCC1=CC=C(C=C1)/C=C/C(=O)NO (E)-3-(4-(((1-(3'-Cyano-5'-(3-hydroxy-4-methoxyphenyl)-6-(trifluoromethyl)-[3,4'-bipyridin]-2'-yl)piperidin-4-yl)amino)methyl)phenyl)-N-hydroxyacrylamide formate